CN(C1=CC=C(C=N1)N1CCC(CC1)CN(C(C(C)C)=O)C1=NC2=CC=CC=C2C(=C1)C=1C=C(C=CC1)C)C N-((1-(6-(Dimethylamino)pyridin-3-yl)piperidin-4-yl)methyl)-N-(4-(m-tolyl)quinolin-2-yl)isobutyramide